acryloyloxyeicosyl dihydrogen thiophosphate P(=S)(OCCCCCCCCCCCCCCCCCCCCOC(C=C)=O)(O)O